N-((5-nitrothiophen-2-yl)methyl)-4-(5-(1-(naphthalen-1-yl)ethyl)-1,2,4-oxadiazol-3-yl)aniline [N+](=O)([O-])C1=CC=C(S1)CNC1=CC=C(C=C1)C1=NOC(=N1)C(C)C1=CC=CC2=CC=CC=C12